N1,N2-diethylethane-1,2-diamine C(C)NCCNCC